N1(N=CN=C1)CNC1=C(C(=O)O)C=CC(=C1)C(=O)O 2-(((1H-1,2,4-triazol-1-yl)methyl)amino)terephthalic acid